tert-Butyl (R)-3,4-dichloro-1-(3,3-dimethylbutanamido)-12-oxo-6a,7,9,10-tetrahydro-12H-pyrazino[2,1-c]pyrido[3,4-f][1,4]oxazepine-8(6H)-carboxylate ClC1=C(C2=C(C(N3[C@@H](CO2)CN(CC3)C(=O)OC(C)(C)C)=O)C(=N1)NC(CC(C)(C)C)=O)Cl